IC=1C=C(C(=NC1)OC)CO[C@@H]1[C@@H](N(CCC1)CC1=NNC(N1)=O)C1=CC=CC=C1 3-(((2S,3S)-3-((5-iodo-2-methoxypyridin-3-yl)methoxy)-2-phenylpiperidin-1-yl)methyl)-1H-1,2,4-triazol-5(4H)-one